BrC1=C(C(=C(C(=O)N2[C@H](CN(CC2)C(=O)OC(C)(C)C)CO)C=C1Cl)F)F Tert-butyl (3R)-4-(4-bromo-5-chloro-2,3-difluorobenzoyl)-3-(hydroxymethyl)piperazine-1-carboxylate